C(C)(C)(C)OC(N[C@@H]1CN(CC1)C1=C(C=CC=2N(C(=NC21)C(C)(C)C)C)[N+](=O)[O-])=O N-[(3S)-1-(2-tert-butyl-1-methyl-5-nitro-1,3-benzodiazol-4-yl)pyrrolidin-3-yl]carbamic acid tert-butyl ester